CC(CCCCC(CCCCC(C)N=C=O)C)N=C=O 1,6,11-trimethylundecamethylene diisocyanate